COC1=NC=CC=C1C1=CC2=CN(C=CC2=N1)CC=1SC2=C(N1)C=CC(=C2)C 2-[[2-(2-methoxy-3-pyridyl)pyrrolo[3,2-c]pyridin-5-yl]methyl]-6-methyl-1,3-benzothiazole